2-(3-(6-(((3S,4S)-4-fluoropiperidin-3-yl)amino)pyridin-2-yl)-7-methoxyimidazo[1,2-a]pyridin-6-yl)propan-2-ol F[C@@H]1[C@H](CNCC1)NC1=CC=CC(=N1)C1=CN=C2N1C=C(C(=C2)OC)C(C)(C)O